COC(C1=C(C(=CC(=C1)Br)F)CBr)=O 5-bromo-2-(bromomethyl)-3-fluorobenzoic acid methyl ester